C(C)(C)(C)OC([C@@H](CC=1C=C(C=CC1)N1C(=CC2=CC=C(C=C12)OC(F)(F)F)C(=O)O)NC(=O)OC(C)(C)C)=O (R)-1-(3-(3-(tert-butoxy)-2-((tert-butoxycarbonyl)amino)-3-oxopropyl)phenyl)-6-(trifluoromethoxy)-1H-indole-2-carboxylic acid